NCC=1C=C(C=CC1)N1C(NC(C2=CC=C(C=C12)Cl)=O)=O 1-[3-(aminomethyl)phenyl]-7-chloro-1,3-dihydroquinazoline-2,4-dione